C(C=C)(=O)N1C2COCC1CN(C2)C2=NC(N1C3=C(C(=C(C=C23)Cl)C2=C(C=C(C=C2)F)F)SCC1)=O 7-(9-acryloyl-3-oxa-7,9-diazabicyclo[3.3.1]nonan-7-yl)-9-chloro-10-(2,4-difluorophenyl)-2,3-dihydro-5H-[1,4]thiazino[2,3,4-ij]quinazolin-5-one